1-(4-chlorophenyl)cyclobutanol ClC1=CC=C(C=C1)C1(CCC1)O